ClC1=C(C=C(OCC(=O)NC23CC(C2)(C3)NC3=NC=CN=C3)C=C1)F 2-(4-chloro-3-fluorophenoxy)-N-{3-[(pyrazin-2-yl)amino]bicyclo[1.1.1]pent-1-yl}acetamide